5,7-dichloro-3-(4-chlorophenyl)-2-(2-methoxyphenyl)pyrazolo[1,5-a]pyrimidine ClC1=NC=2N(C(=C1)Cl)N=C(C2C2=CC=C(C=C2)Cl)C2=C(C=CC=C2)OC